(S)-2-amino-2-(4-chloro-3-(1-(2,4-dimethoxybenzyl)-1H-1,2,4-triazol-3-yl)phenyl)ethan-1-ol N[C@H](CO)C1=CC(=C(C=C1)Cl)C1=NN(C=N1)CC1=C(C=C(C=C1)OC)OC